(2Z,3E)-6'-bromo-3-((2-(2-(2-hydroxyethoxy)ethoxy)ethoxy)imino)-[2,3'-biindolinylidene] BrC1=CC=C2/C(/CNC2=C1)=C\1/NC2=CC=CC=C2/C1=N\OCCOCCOCCO